NC1=NC(=NN1C(=O)C1=CC=C(C=C1)NC(=O)C1=CC=CC2=CC=CC=C12)C1=NC=CC=C1 N-(4-(5-amino-3-(pyridin-2-yl)-1H-1,2,4-triazole-1-carbonyl)phenyl)-1-naphthamide